8-(2,3-dichlorophenyl)-N-[(4S)-3,4-dihydro-2H-1-benzopyran-4-yl]-7-methoxy-4-(morpholin-4-yl)-1,6-naphthyridine-3-carboxamide ClC1=C(C=CC=C1Cl)C=1C(=NC=C2C(=C(C=NC12)C(=O)N[C@H]1CCOC2=C1C=CC=C2)N2CCOCC2)OC